[Cr].[In].[Fe] Iron indium chromium